CN(CCOC=1C=C(C=CC1)C=1C=C2CC(C(C2=CC1)NC(O[C@@H]1CN2CCC1CC2)=O)(C)C)C (S)-quinuclidin-3-yl (5-(3-(2-(dimethylamino)ethoxy)phenyl)-2,2-dimethyl-2,3-dihydro-1H-inden-1-yl)carbamat